tert-butyl (4S)-5-amino-4-[5-[[(1R,2S)-2-(tert-butoxycarbonylamino) cyclohexyl] methyl]-4-fluoro-1-oxo-isoindolin-2-yl]-5-oxo-pentanoate NC([C@H](CCC(=O)OC(C)(C)C)N1C(C2=CC=C(C(=C2C1)F)C[C@@H]1[C@H](CCCC1)NC(=O)OC(C)(C)C)=O)=O